C(\C=C\C1=CC=C(C=C1)O)(=O)OCCCC butyl coumarate